CCOC(=O)C1=CC2=NC=CC=C2N1C(=O)OC(C)(C)C 1H-pyrrolo[3,2-b]pyridine-1,2-dicarboxylic acid 1-tert-butyl 2-ethyl ester